C(C)(C)N1N=CC(=C1)C=1C=C(C=CC1)N(C(=O)[C@@H]1CC[C@H](CC1)NC(OC1CN(C1)C)=O)C[C@@H]1CC[C@H](CC1)C1=CC(=C(C=C1)OC)C 1-Methylazetidin-3-yl (trans-4-((3-(1-isopropyl-1H-pyrazol-4-yl)phenyl)((trans-4-(4-methoxy-3-methylphenyl)cyclohexyl)methyl)carbamoyl) cyclohexyl)carbamate